4-[1-[2-[5-methyl-3-(trifluoromethyl)pyrazol-1-yl]acetyl]-4-piperidinyl]-4-tetralin-1-yl-pyridine-2-carboxamide CC1=CC(=NN1CC(=O)N1CCC(CC1)C1(CC(=NC=C1)C(=O)N)C1CCCC2=CC=CC=C12)C(F)(F)F